C(C)OC(CN(C(C(CC(C)C)NC(CCNC(OCC)=O)=O)=O)CC(CC)C)OCC ethyl (3-((1-((2,2-diethoxy ethyl)(2-methylbutyl)amino)-4-methyl-1-oxopentan-2-yl)amino)-3-oxopropyl)carbamate